2-(5-methylthiophen-2-yl)-1-phenylethanone CC1=CC=C(S1)CC(=O)C1=CC=CC=C1